FC1=C(C=CC(=C1)[C@H]1[C@H](CCC2=CC(=CC=C12)O)C1=CC=CC=C1)N1CCC2(CC(C2)C=O)CC1 7-(2-fluoro-4-((1R,2S)-6-hydroxy-2-phenyl-1,2,3,4-tetrahydronaphthalen-1-yl)phenyl)-7-azaspiro[3.5]nonane-2-carbaldehyde